N-(5-(7,7-difluoro-2-((2S,3R)-3-hydroxy-2-methylazetidin-1-yl)-6,7-dihydro-5H-cyclopenta[d]pyrimidin-4-yl)-3,3-difluoro-2,3-dihydro-1H-inden-1-yl)methanesulfonamide FC1(CCC2=C1N=C(N=C2C=2C=C1C(CC(C1=CC2)NS(=O)(=O)C)(F)F)N2[C@H]([C@@H](C2)O)C)F